4-methyl-2,6-morpholinedione CN1CC(OC(C1)=O)=O